5-(5-Isopropyl-1,2,4-oxadiazol-3-yl)-N-(2-methylpyridin-4-yl)-2,3-dihydro-1H-inden-1-carboxamid C(C)(C)C1=NC(=NO1)C=1C=C2CCC(C2=CC1)C(=O)NC1=CC(=NC=C1)C